6-undecanethiol CCCCCC(CCCCC)S